ammonium hydroxypropyltrimethylcaprate OCCCC(C([O-])=O)CCCCCCCC(C)(C)C.[NH4+]